ClCC(C)[N+](=O)[O-] 1-chloro-2-nitropropane